(3S,4S)-1-(4-((S)-4-acetyl-3-(nonylcarbamoyl)piperazine-1-carbonyl)benzoyl)-N3,N4-bis((1S,2R)-2-phenylcyclopropyl)pyrrolidine-3,4-dicarboxamide C(C)(=O)N1[C@@H](CN(CC1)C(=O)C1=CC=C(C(=O)N2C[C@H]([C@@H](C2)C(=O)N[C@@H]2[C@H](C2)C2=CC=CC=C2)C(=O)N[C@@H]2[C@H](C2)C2=CC=CC=C2)C=C1)C(NCCCCCCCCC)=O